CC1CC(=NCC1)C1=CC=C(C=C1)O 4-(4-Methyl-3,4,5,6-tetrahydropyridin-2-yl)phenol